2,4-Pentadienenitrile C(C=CC=C)#N